CC1=NN2C(C(=C(C=C2)N)C)=C1 2,4-dimethylpyrazolo[1,5-a]pyridin-5-amine